C1(CCCC1)OC1=C(C=C(C=C2C(OC(OC2=O)(C)C)=O)C=C1)OC 5-(4-(cyclopentyloxy)-3-methoxybenzylidene)-2,2-dimethyl-1,3-dioxane-4,6-dione